3-(3-methoxy-phenyl)-N-tetrahydro-pyran-4-yl-imidazo[1,2-b]pyridazin-6-amine COC=1C=C(C=CC1)C1=CN=C2N1N=C(C=C2)NC2CCOCC2